N-(4-(pentafluoro-λ6-sulfaneyl)phenyl)-7-(3,3,3-trifluoro-2,2-dihydroxypropanamido)heptanamide FS(C1=CC=C(C=C1)NC(CCCCCCNC(C(C(F)(F)F)(O)O)=O)=O)(F)(F)(F)F